methyl 6,6-dideutero-6-hydroxy-hexanoate [2H]C(CCCCC(=O)OC)(O)[2H]